C(CCCCCCC\C=C\C\C=C\CCCCC)N1C(C2=CC=CC=C2C1=O)=O 2-((9E,12E)-octadeca-9,12-dien-1-yl)isoindoline-1,3-dione